OC1(CC(C1)C(=O)N1CC2(C1)CCC(CC2)CC2=C(C=CC=C2)C)C ((1s,3s)-3-hydroxy-3-methylcyclobutyl)(7-(2-methylbenzyl)-2-azaspiro[3.5]non-2-yl)methanone